1-((3,3-difluoro-1-methylcyclobutyl)methyl)-3-(1-fluorocyclopropyl)-N-(3-(methylthio)phenyl)-4-(trifluoromethyl)-1H-pyrazole-5-carboxamide FC1(CC(C1)(C)CN1N=C(C(=C1C(=O)NC1=CC(=CC=C1)SC)C(F)(F)F)C1(CC1)F)F